C1(=CC=CC2=CC3=CC=CC=C3C=C12)C1CCCC2=CC=CC=C12 anthracenyl-1,2,3,4-tetrahydronaphthalene